O=C(CC(=O)OCC)C1=C(C(=C(C(=C1)F)F)OC)F ethyl 3-oxo-3-(2,4,5-trifluoro-3-methoxyphenyl)propanoate